O1C=NC2=C1C(=CC=C2)N2C(NC(CC2)=O)=O 1-(Benzo[d]oxazol-7-yl)dihydropyrimidine-2,4(1H,3H)-dione